C(#C)C=1SC=C(N1)C(=O)NCC1=C(C=CC=C1)CO 2-Ethynyl-N-(2-(hydroxymethyl)benzyl)thiazole-4-carboxamide